N2-(4-((2-Ethyl-4-phenylthiazol-5-yl)oxy)pyridin-2-yl)-N-(2-(4-isopropylpiperazin-1-yl)ethyl)pyridine-2,5-diamine C(C)C=1SC(=C(N1)C1=CC=CC=C1)OC1=CC(=NC=C1)N(C1=NC=C(C=C1)N)CCN1CCN(CC1)C(C)C